FC(OC1=NC(=CC=C1)OC)F 2-(difluoromethoxy)-6-methoxypyridin